N1(CCNCC1)C=1C=CC(=NC1)C1=NC=CC=N1 (5-(piperazin-1-yl)pyridin-2-yl)pyrimidin